O=C1N(CCC2(C1)C(NCCCC2)=O)C=2C=C(C(=O)OC(C)(C)C)C=CC2 tert-Butyl 3-(4,7-dioxo-3,8-diazaspiro[5.6]dodecan-3-yl)benzoate